COC1=CC=C(C=C1)C(CCCCCC=O)=O (4-methoxyphenyl)heptane-1,7-dione